C(#N)C=1C=C(C=CC1)S(=O)(=O)NC=1C=C(C=C2C=CNC12)OC 3-cyano-N-(5-methoxy-1H-indol-7-yl)benzenesulfonamide